n-nonyl-ethylene glycol C(CCCCCCCC)C(CO)O